C(C1=CC=CC=C1)N[C@H]1[C@@H](C1)C=1C=C2CCCN(C2=CC1)S(=O)(=O)C1=CC=CC=C1 trans-N-benzyl-2-(1-(phenylsulfonyl)-1,2,3,4-tetrahydroquinolin-6-yl)cyclopropylamine